CN1N=C(C(=C1)NC1=CC=C(C=C1)C(F)(F)F)C(=O)NNC(=O)C1(CNC(C1)=O)C=C 1-methyl-N'-(5-oxo-3-vinylpyrrolidine-3-carbonyl)-4-((4-(trifluoromethyl)phenyl)amino)-1H-pyrazole-3-carbohydrazide